(1R,2R,5S)-8-((S)-2-(dimethylamino)-3-phenylpropionyl)-3-(diphenylcarbamoyl)-3,8-diazabicyclo[3.2.1]octane-2-carboxylic acid ethyl ester C(C)OC(=O)[C@H]1[C@H]2CC[C@@H](CN1C(N(C1=CC=CC=C1)C1=CC=CC=C1)=O)N2C([C@H](CC2=CC=CC=C2)N(C)C)=O